FC=1C=C(CBr)C=C(C1F)F 3,4,5-trifluorobenzyl bromide